BrC1=CC(=C(C=C1)S(=O)(=O)C1=CN(C2=CC=CC(=C12)C)C)C 3-((4-Bromo-2-methylphenyl)sulfonyl)-1,4-dimethyl-1H-indole